C(CC)NC(O[C@H]1C[C@H](CC1)C1=CC(=NN1)NC(CC1=CN=CS1)=O)=O (1R,3S)-3-{3-[(1,3-thiazol-5-ylacetyl) amino]-1H-pyrazol-5-yl}cyclopentyl propylcarbamate